COC(C(C)C1=CC=C(OC2=NC=CC=C2C(=O)O)C=C1)=O 2-[4-(2-methoxy-1-methyl-2-oxoethyl)phenoxy]-3-pyridinecarboxylic acid